1-(cyclopropyl-methyl)-8-dimethylamino-3-(2-fluoro-4-methylsulfonyl-phenyl)-8-phenyl-1,3-diazaspiro[4.5]decan-2-one C1(CC1)CN1C(N(CC12CCC(CC2)(C2=CC=CC=C2)N(C)C)C2=C(C=C(C=C2)S(=O)(=O)C)F)=O